C(CC)(=O)OC1(C2CC3CC(CC1C3)C2)C(C)C 2-isopropyladamantan-2-yl propionate